N-(2-hydroxyethyl)-N-ethylaniline OCCN(C1=CC=CC=C1)CC